N-ethyl-4-(hydroxymethyl)-6-methyl-7-oxo-1-((2-(trimethylsilyl)ethoxy)methyl)-6,7-dihydro-1H-pyrrolo[2,3-c]pyridine-2-carboxamide C(C)NC(=O)C1=CC2=C(C(N(C=C2CO)C)=O)N1COCC[Si](C)(C)C